N-cyclopropyl-5-(ethylsulfonyl)-N-methyl-6-(2-(trifluoromethyl)pyrazolo[1,5-a]pyrimidin-5-yl)pyridin-2-amine C1(CC1)N(C1=NC(=C(C=C1)S(=O)(=O)CC)C1=NC=2N(C=C1)N=C(C2)C(F)(F)F)C